ClC=1C=NC(=C(C(=O)NC2CCC(CC2)CN2C(N(C3=C2C=CC=C3)C=3C=NC(=CC3)C)=O)C1)C(F)F 5-chloro-2-(difluoromethyl)-N-((1r,4r)-4-((3-(6-methylpyridin-3-yl)-2-oxo-2,3-dihydro-1H-benzo[d]imidazol-1-yl)methyl)cyclohexyl)nicotinamide